CN1N=C(C(=C1)NC=1N=C(C2=C(N1)N(C=C2C2=CNC1=NC=CC=C12)C(C)C)N)C N2-(1,3-dimethyl-1H-pyrazol-4-yl)-7-isopropyl-5-(1H-pyrrolo[2,3-b]pyridin-3-yl)-7H-pyrrolo[2,3-d]pyrimidine-2,4-diamine